(S)-1-methyl-2-((3-(2-oxo-1-phenyl-1,2-dihydro-3H-imidazo[4,5-b]pyridin-3-yl)pyrrolidin-1-yl)methyl)-1H-imidazole-5-carbonitrile CN1C(=NC=C1C#N)CN1C[C@H](CC1)N1C(N(C=2C1=NC=CC2)C2=CC=CC=C2)=O